C(=O)O.CC1=C(C=C(C=C1)NC(=O)C1=NC=CC(=C1)C(F)(F)F)C1=CC2=C(N=C(N=C2)NC=2OC(=NN2)C)N2C1=NCC2 N-(4-methyl-3-(2-((5-methyl-1,3,4-oxadiazol-2-yl)amino)-8,9-dihydroimidazo[1',2':1,6]pyrido[2,3-d]pyrimidin-6-yl)phenyl)-4-(trifluoromethyl)pyridineamide formate salt